COCC(=O)N[C@H](C)C1=CC=CC=C1 (R)-2-methoxy-N-(1-phenylethyl)acetamide